stearylmercaptan C(CCCCCCCCCCCCCCCCC)S